ClC=1C=NN(C(C1Cl)=O)C(C(=O)NC1=CC(=C(C=C1)C)S(NCC1=CC=NC=C1)(=O)=O)C 2-(4,5-dichloro-6-oxo-pyridazin-1-yl)-N-[4-methyl-3-(4-pyridylmethylsulfamoyl)phenyl]propanamide